ClC=1C=C(C=CC1F)C(C(=O)C1=CC=C(C=N1)NC(CC1=CC=C(C=C1)S(=O)(=O)CC)=O)(C)C N-(6-(2-(3-chloro-4-fluorophenyl)-2-methylpropanoyl)pyridin-3-yl)-2-(4-(ethylsulfonyl)phenyl)acetamide